NC1=CC(=C(C=N1)OC1=C(C(=O)O)C(=CC=C1)Cl)Br 2-((6-amino-4-bromopyridin-3-yl)oxy)-6-chlorobenzoic acid